CNC(C(=O)CCN(CCC(=O)C(=C)NC)CCC(=O)C(=C)NC)=C tris[(2-methylaminoacryl)ethyl]amine